C1(=CC=CC=C1)S(=O)(=O)C1=CC=2C(=NOC2C(=O)OC(C)(C)C)C=C1 tert-Butyl 5-(phenylsulfonyl)benzo[c]isoxazole-3-carboxylate